FC(OC=1C=C2C=C(NC2=CC1)C(=O)N1C[C@@H](CCC1)NC(OC(C)(C)C)=O)(F)F (R)-tert-butyl 1-(5-(trifluoromethoxy)-1H-indole-2-carbonyl)piperidin-3-ylcarbamate